C(C)(=O)N1CCC(CC1)NC(=O)C=1C2=C(N=C(N1)N1C=NC=C1)C=CN2 N-(1-Acetylpiperidin-4-yl)-2-(1H-imidazol-1-yl)-5H-pyrrolo[3,2-d]pyrimidine-4-carboxamide